C1(=CC=CC=C1)P(C1=C2OC=3C(=CC=CC3C(C2=CC=C1)(C)C)P(C1=CC=CC=C1)C1=CC=CC=C1)C1=CC=CC=C1 (5-diphenylphosphanyl-9,9-dimethylxanthene-4-yl)-diphenylphosphane